3-dimethylamino-1-propylthio alcohol CN(CCCSO)C